(R)-3-(1-(bis(4-fluorophenyl)methyl)-4-(5-chlorothiazolo[5,4-d]pyrimidin-7-yl)piperazin-2-yl)propanenitrile FC1=CC=C(C=C1)C(N1[C@@H](CN(CC1)C=1C2=C(N=C(N1)Cl)SC=N2)CCC#N)C2=CC=C(C=C2)F